(2-(7-(2-(1H-1,2,4-triazol-1-yl)ethoxy)-1-(cyclopropylmethyl)-1H-indol-2-yl)-3-methylpyrazolo[1,5-a]pyridin-6-yl)((3r,5r)-3-amino-5-fluoropiperidin-1-yl)methanone N1(N=CN=C1)CCOC=1C=CC=C2C=C(N(C12)CC1CC1)C1=NN2C(C=CC(=C2)C(=O)N2C[C@@H](C[C@H](C2)F)N)=C1C